7-isopropoxy-2-((1R,4S)-1-methyl-2-oxabicyclo[2.2.1]hept-4-yl)-N-(1-((1S,2R)-2-methylcyclopropyl)-2-oxo-1,2-dihydropyridin-3-yl)imidazo[1,2-a]pyridine-6-carboxamide trifluoroacetate FC(C(=O)O)(F)F.C(C)(C)OC1=CC=2N(C=C1C(=O)NC=1C(N(C=CC1)[C@@H]1[C@@H](C1)C)=O)C=C(N2)[C@]21CO[C@](CC2)(C1)C